C(C=C)(=O)N1CC(SC2=C(C1=O)C=CC=C2)(C2=CC=CC=C2)C2=CC(=CC=C2)Cl 4-acryloyl-2-(3-chlorophenyl)-3,4-dihydro-2-phenyl-benzo[f][1,4]Thiazepine-5(2H)-one